methyl 1-(3-bromophenyl)-3,3-difluorocyclobutane-1-carboxylate BrC=1C=C(C=CC1)C1(CC(C1)(F)F)C(=O)OC